N4-[2-(6-methyl-2-pyridyl)pyrimidin-4-yl]-N2-[4-(morpholinomethyl)phenyl]pyrimidine-2,4-diamine CC1=CC=CC(=N1)C1=NC=CC(=N1)NC1=NC(=NC=C1)NC1=CC=C(C=C1)CN1CCOCC1